3-(dimethylamino)-1-[3-(3-(piperidin-1-yl)propoxy)phenyl]propan-1-ol CN(CCC(O)C1=CC(=CC=C1)OCCCN1CCCCC1)C